COC1=CC=C(C=C1)C(=CC(=O)OCC)N ethyl 3-(4-methoxyphenyl)-3-aminoacrylate